N-[(1S,2S)-2-hydroxycyclohexyl]-4-methyl-3-{[(thieno[3,2-b]pyridin-6-yl)methyl]amino}benzamide O[C@@H]1[C@H](CCCC1)NC(C1=CC(=C(C=C1)C)NCC=1C=C2C(=NC1)C=CS2)=O